C1(CC1)CS(=O)C=1C=C2C(=NC1)NC=C2 5-(cyclopropylmethylsulfinyl)-1H-pyrrolo[2,3-b]pyridine